NC=1N=CC2=C(N1)N=C(C(=C2)C2=CC(=CC(=C2)OC)OC)NC(=O)NC(C)(C)C 1-[2-amino-6-(3,5-dimethoxyphenyl)-pyrido(2,3-d)pyrimidin-7-yl]-3-tert-butyl-urea